C(#N)C1=C(C=NC2=CC(=C(C=C12)F)OC)C(=O)OCC Ethyl 4-cyano-6-fluoro-7-methoxyquinoline-3-carboxylate